6-Chloro-7-fluoro-3-((3-isopropoxy-3-oxopropyl)amino)benzo[e][1,2,4]triazine ClC=1C(=CC2=C(N=C(N=N2)NCCC(=O)OC(C)C)C1)F